COC1=CC(=CS1)C(=O)C=1C(OC2=CC(=CC=C2C1)OC)=O 5,7-dimethoxy-3-thenoyl-coumarin